3-(2-chloro-6-fluorophenyl)-2-methyl-7-(morpholin-4-yl)pyrazolo[1,5-a]pyridine-6-carboxylic acid ClC1=C(C(=CC=C1)F)C=1C(=NN2C1C=CC(=C2N2CCOCC2)C(=O)O)C